ethyl 4-hydroxy-phenylacetate OC1=CC=C(C=C1)CC(=O)OCC